C(C1=CC=CC=C1)O[C@H]1[C@H](OC=C([C@H]1OCC1=CC=CC=C1)N1C(N(CC1)C)=O)COCC1=CC=CC=C1 1-((2R,3R,4R)-3,4-bis(benzyloxy)-2-((benzyloxy)methyl)-3,4-dihydro-2H-pyran-5-yl)-3-methylimidazolin-2-one